C1CCC2=C(C=CC=C12)C1=C(C=C2C(=N1)C(=NN2)C=2C=NC(=CC2)C2CCN(CC2)C([C@H]2N(CCC2)C)=O)OC 5-(2,3-dihydro-1H-inden-4-yl)-6-methoxy-3-(6-(1-(methyl-L-prolyl)piperidin-4-yl)pyridin-3-yl)-1H-pyrazolo[4,3-b]pyridine